N-{2-[2-(dimethylamino)-7,8-dihydro-6H-indeno[5,4-d][1,3]oxazol-8-yl]ethyl}acetamide CN(C=1OC2=C(N1)C=CC=1CCC(C12)CCNC(C)=O)C